C(=C)C(C=C)[SiH2]CC[Si](OCC)(OCC)OCC 2-(divinylmethylsilyl)ethyltriethoxysilane